(S)-4-(4-((benzyloxy)carbonyl)-3-(cyanomethyl)piperazin-1-yl)-2-chloro-5H-pyrrolo[3,2-D]pyrimidine-5-carboxylic acid tert-butyl ester C(C)(C)(C)OC(=O)N1C=CC=2N=C(N=C(C21)N2C[C@@H](N(CC2)C(=O)OCC2=CC=CC=C2)CC#N)Cl